2,5-Dioxopyrrolidin-1-yl N-[4-(11,12-didehydrodibenzo[b,f]azocin-5(6H)-yl)-4-oxobutanoyl]glycylglycyl-L-phenylalanylglycinate C1=CC=CC=2N(CC3=C(C#CC21)C=CC=C3)C(CCC(=O)NCC(=O)NCC(=O)N[C@@H](CC3=CC=CC=C3)C(=O)NCC(=O)ON3C(CCC3=O)=O)=O